ClC=1C=C(C=CC1)NC(=O)C1=NC2=C(N1)C=CC(=C2)C N-(3-chlorophenyl)-5-methyl-1H-benzo[d]imidazole-2-carboxamide